S(=O)(=O)([O-])[O-].[Li+].[Li+] lithium sulphate